(E)-4-((1H-pyrazol-4-yl)azo)-1H-pyrazole-1-carboxylic acid tert-butyl ester C(C)(C)(C)OC(=O)N1N=CC(=C1)/N=N/C=1C=NNC1